(3-(1,3-dimethyl-2,6-dioxo-1,2,3,6-tetrahydro-7H-purin-7-yl)propoxy)-3,5-dimethoxybenzoic acid CN1C(N(C=2N=CN(C2C1=O)CCCOC1=C(C(=O)O)C=C(C=C1OC)OC)C)=O